5-[2-chloro-6-fluoro-4-(trifluoromethyl)phenoxy]-N-(ethylsulfonyl)-2-nitrobenzamide ClC1=C(OC=2C=CC(=C(C(=O)NS(=O)(=O)CC)C2)[N+](=O)[O-])C(=CC(=C1)C(F)(F)F)F